tert-butyl (3S,4R)-3-methyl-4-[4-(trifluoromethoxy) anilino]piperidine-1-carboxylate C[C@H]1CN(CC[C@H]1NC1=CC=C(C=C1)OC(F)(F)F)C(=O)OC(C)(C)C